C(C1=CC=CC=C1)(=O)OCCCCOCC1=NC(=NO1)C1=NC=C(C=C1C)N 4-{[3-(5-Amino-3-methylpyridin-2-yl)-1,2,4-oxadiazol-5-yl]methoxy}butyl benzoate